tris-tromethamine hydrochloride Cl.NC(CO)(CO)CO.NC(CO)(CO)CO.NC(CO)(CO)CO